4-(1-methyl-1H-1,2,3-triazol-4-yl)-7-(6-((2,2,6,6-tetramethylpiperidin-4-yl)oxy)pyridazin-3-yl)-1H-indazole CN1N=NC(=C1)C1=C2C=NNC2=C(C=C1)C=1N=NC(=CC1)OC1CC(NC(C1)(C)C)(C)C